O=C1C=C(C=NN1)C1=CC(=C2C=NN(C2=C1)C1OCCCC1)NCCOCCC[C@H](C)NC(OC(C)(C)C)=O tert-butyl ((2S)-5-(2-((6-(6-oxo-1,6-dihydropyridazin-4-yl)-1-(tetrahydro-2H-pyran-2-yl)-1H-indazol-4-yl)amino)ethoxy)pentan-2-yl)carbamate